FC1=C(C=CC=C1)NC(CSC1=NC2=NC=CN=C2C(N1CCC1=CC=CC=C1)=O)=O N-(2-Fluorophenyl)-2-((4-oxo-3-phenethyl-3,4-dihydropteridin-2-yl)thio)acetamide